11-Hydroxy-hexacosa-13,16-dienoic acid OC(CCCCCCCCCC(=O)O)CC=CCC=CCCCCCCCCC